N1C(NC(C12CCSCC2)=O)=O 8-thia-1,3-diazaspiro[4.5]decane-2,4-dione